(2R)-2-[4-(2-Chlorophenyl)-2-oxo-chromen-7-yl]oxy-N,N-dimethyl-propanamid ClC1=C(C=CC=C1)C1=CC(OC2=CC(=CC=C12)O[C@@H](C(=O)N(C)C)C)=O